N-methyl-2-(4-(5-(1-oxo-5-(piperidin-1-yl)-1,3-dihydro-2H-isoindol-2-yl)-1H-benzimidazol-2-yl)phenoxy)-N-(tetrahydro-2H-pyran-4-yl)acetamide CN(C(COC1=CC=C(C=C1)C1=NC2=C(N1)C=CC(=C2)N2C(C1=CC=C(C=C1C2)N2CCCCC2)=O)=O)C2CCOCC2